FC1=C(C=O)C=CC=C1Br 2-Fluoro-3-bromobenzaldehyde